ClC1=C(C=CC(=C1)F)C1(NC(C2=C3C(=CC(=C12)NC(C1=CC(=CC(=C1)F)C(F)(F)F)=O)COC(N3)=O)=O)O N-[7-(2-chloro-4-fluorophenyl)-7-hydroxy-2,9-dioxo-1,2,4,7,8,9-hexahydro[1,3]oxazino[4,5-e]isoindol-6-yl]-5-fluoro-3-(trifluoromethyl)benzamide